N-(5-Chloro-6-(2H-1,2,3-triazol-2-yl)pyridin-3-yl)-1-(1-methylisochinolin-4-yl)-5-(trifluoromethyl)-1H-pyrazol-4-carboxamid ClC=1C=C(C=NC1N1N=CC=N1)NC(=O)C=1C=NN(C1C(F)(F)F)C1=CN=C(C2=CC=CC=C12)C